FC(C(C)(C)O)(F)C=1C=C(C=C(C1)[C@@H](C)N[S@](=O)C(C)(C)C)NC(OC(C)(C)C)=O tert-Butyl (3-(1,1-difluoro-2-hydroxy-2-methylpropyl)-5-((R)-1-((R)-1,1-dimethylethylsulfinylamino)ethyl) phenyl)carbamate